C1(CC1)C(CCCCCCCCCCCCCCCCC)(O)C1CC1 1,1-Dicyclopropyl-octadecan-1-ol